trityl-L-threonine methyl ester COC([C@@H](NC(C1=CC=CC=C1)(C1=CC=CC=C1)C1=CC=CC=C1)[C@H](O)C)=O